FC=1C=C(C#N)C=CC1N1CC(N(C2(CN(C2)C=O)C1=O)CC1=CC=C(C=C1)C(F)(F)F)=O 3-fluoro-4-(2-formyl-6,9-dioxo-5-(4-(trifluoro-methyl)benzyl)-2,5,8-triazaspiro[3.5]nonan-8-yl)benzonitrile